2-(2-((3'-(1-aminoethyl)-2'-fluoro-5-(2-oxa-9-azaspiro[5.5]undec-9-yl)-[1,1'-biphenyl]-3-yl)methoxy)phenyl)acetic acid NC(C)C=1C(=C(C=CC1)C1=CC(=CC(=C1)N1CCC2(CCCOC2)CC1)COC1=C(C=CC=C1)CC(=O)O)F